CC1(COCC2(C1)CCC(CC2)C2=C1N(N=C2CN(CCNC)C)CC2(C1)CC2)C N1-((3'-((6s,9s)-4,4-dimethyl-2-oxaspiro[5.5]undecan-9-yl)-4'H,6'H-spiro[cyclopropane-1,5'-pyrrolo[1,2-b]pyrazol]-2'-yl)methyl)-N1,N2-dimethylethane-1,2-diamine